1H-1,2,3-benzotriazole-5-carboxylic acid methyl ester COC(=O)C1=CC2=C(NN=N2)C=C1